S1C(=NC2=C1C=CC=C2)NC2=C(C=C(N=N2)N(C=2SC=C(N2)C(=O)O)CCCC(COC)O)C 2-[[6-(1,3-benzothiazol-2-ylamino)-5-methyl-pyridazin-3-yl]-(4-hydroxy-5-methoxy-pentyl)amino]thiazole-4-carboxylic acid